C(CCCCCCCC)NC=1C(=CC=CC1)C N-nonyl-toluidine